1-(4-(1-(6-(4-(1,4-Dimethyl-1H-pyrazol-5-yl)piperidin-1-yl)-2-(trifluoromethyl)pyrimidin-4-yl)-2-(fluoromethyl)azetidin-3-yl)piperazin-1-yl)prop-2-en-1-one CN1N=CC(=C1C1CCN(CC1)C1=CC(=NC(=N1)C(F)(F)F)N1C(C(C1)N1CCN(CC1)C(C=C)=O)CF)C